CC1=NC(=CC(=N1)NCCNC([C@H](C)N(C(C=C)=O)C)=O)NC=1SC(=CN1)C1=CC=CC=C1 (2S)-N-[2-[[2-methyl-6-[(5-phenylthiazol-2-yl)amino]pyrimidin-4-yl]amino]ethyl]-2-[methyl(prop-2-enoyl)amino]propanamide